CN(C(=O)C=1N=C(SC1)C1CCN(CC1)C(CN1N=C(C=C1C)C(F)(F)F)=O)[C@@H]1CCCC2=CC=CC=C12 N-methyl-2-(1-{[5-methyl-3-(trifluoromethyl)-1H-pyrazol-1-yl]acetyl}-piperidin-4-yl)-N-[(1R)-1,2,3,4-tetrahydronaphthalen-1-yl]-1,3-thiazole-4-carboxamide